BrC1=CC2=C(OC3(CC3)CN2C)N=C1 7-bromo-1-methyl-spiro[2H-pyrido[2,3-b][1,4]oxazine-3,1'-cyclopropane]